FC(CCN1N=C(C=C1)C(=O)O)(F)F 1-(3,3,3-trifluoropropyl)-1H-pyrazole-3-carboxylic acid